Cl.FC(C(C1=CC=CC=C1)NN)(F)F (2,2,2-trifluoro-1-phenyl-ethyl)hydrazine hydrochloride